4-(trifluoromethylcyclohex-1-en-1-yl)quinoline-3-carboxamide FC(F)(F)C1=C(CCCC1)C1=C(C=NC2=CC=CC=C12)C(=O)N